BrC=1C=C(C=C(C1)Cl)C1CN(C2(CC2)CN1)C(=O)OC(C)(C)C tert-butyl 6-(3-bromo-5-chlorophenyl)-4,7-diazaspiro[2.5]octane-4-carboxylate